1-(4-chloro-6-((3-(trimethoxysilyl)propyl)amino)-1,3,5-triazin-2-yl)-1-(5-tetradecanamidopentyl)pyrrolidine-1-ium chloride [Cl-].ClC1=NC(=NC(=N1)NCCC[Si](OC)(OC)OC)[N+]1(CCCC1)CCCCCNC(CCCCCCCCCCCCC)=O